5-((3-((tert-butyldimethylsilyl)oxy)azetidin-1-yl)methyl)-2-(1-(5-fluoro-4-methoxypyridin-2-yl)ethyl)-7-((2-(methylamino)-1H-imidazol-1-yl)methyl)-3,4-dihydroisoquinolin-1(2H)-one [Si](C)(C)(C(C)(C)C)OC1CN(C1)CC1=C2CCN(C(C2=CC(=C1)CN1C(=NC=C1)NC)=O)C(C)C1=NC=C(C(=C1)OC)F